BrC1=C(C=C(OC2CCC(CC2)CC[C@H](C)OS(=O)(=O)C2=CC=C(C=C2)C)C=C1)C.NC1=CC=C(C=N1)N1CCN(CCC1)C(C)=O 1-(4-(6-aminopyridin-3-yl)-1,4-diazepan-1-yl)ethan-1-one (S)-4-((1r,4R)-4-(4-bromo-3-methylphenoxy)cyclohexyl)butan-2-yl-4-methylbenzenesulfonate